C(N)(=O)C1=C(C(=CC(=C1)C#N)C)NC(=O)C=1N(N=C(C1)OCC(F)F)CC(F)F N-(2-carbamoyl-4-cyano-6-methyl-phenyl)-5-(2,2-difluoroethoxy)-2-(2,2-difluoroethyl)pyrazole-3-carboxamide